1-aza-bicyclo[3.3.0]octane N12CCCC2CCC1